CNC(C(=O)N)CC(=O)N 2-(methylamino)butanediamide